Methyl 4-bromo-2,6-difluorobenzoate BrC1=CC(=C(C(=O)OC)C(=C1)F)F